IC1=C(C=CC=C1)C[C@H](C)N(C([O-])=O)[C@H](CCC)OC 1-(2-iodophenyl)-(S)-1-methoxybutyl-(S)-2-propylcarbamate